4-(3-(5-Methyl-2,5-diazabicyclo[2.2.1]heptan-2-yl)azetidin-1-yl)-N-(2-phenoxyethyl)-1H-benzo[d]imidazole-1-carboxamide CN1C2CN(C(C1)C2)C2CN(C2)C2=CC=CC=1N(C=NC12)C(=O)NCCOC1=CC=CC=C1